5-(2-hydroxyethoxy)-N-(4-methyl-3-(7-(methylamino)-1,6-naphthyridin-3-yl)phenyl)-4-(trifluoromethyl)pyridineamide OCCOC=1C(=CC(=NC1)C(=O)NC1=CC(=C(C=C1)C)C=1C=NC2=CC(=NC=C2C1)NC)C(F)(F)F